cis-tert-butyl 3-(5-fluoro-2-((3-(methoxycarbonyl)cyclohexyl)amino)pyrimidin-4-yl)piperidine-1-carboxylate FC=1C(=NC(=NC1)N[C@@H]1C[C@@H](CCC1)C(=O)OC)C1CN(CCC1)C(=O)OC(C)(C)C